6'-chloro-2'-oxo-1'-(1-propyl-1H-pyrazol-4-yl)-5,7-dihydro-spiro[cyclopenta[b]pyridine-6,3'-indoline]-3-carboxylic acid ClC1=CC=C2C3(C(N(C2=C1)C=1C=NN(C1)CCC)=O)CC=1C(=NC=C(C1)C(=O)O)C3